3-chloro-N-phenylbenzenesulfonamide ClC=1C=C(C=CC1)S(=O)(=O)NC1=CC=CC=C1